N-[(1R,3s,5S)-8-Azabicyclo[3.2.1]octan-3-yl]-N-methyl-5-[6-(1H-pyrazol-4-yl)pyridazin-3-yl][1,3]thiazolo[5,4-d][1,3]thiazol-2-amin [C@H]12CC(C[C@H](CC1)N2)N(C=2SC=1N=C(SC1N2)C=2N=NC(=CC2)C=2C=NNC2)C